P1PCC1 diphosphetane